4-methoxybenzyl 2-cyclohexyl-2-oxoacetate C1(CCCCC1)C(C(=O)OCC1=CC=C(C=C1)OC)=O